1-(3,5-difluorophenoxy)-3-(methylsulfonyl)-5-nitrobenzene FC=1C=C(OC2=CC(=CC(=C2)[N+](=O)[O-])S(=O)(=O)C)C=C(C1)F